C(=O)(O)C([C@H](O)[C@@](O)([C@H](O)[C@](O)(CO)C(=O)O)C(=O)O)(O)Cl 1,3,5-tricarboxyl-chloro-glucitol